C[C@H]1CC2=C([C@@H]1NC3=NC(=NC(=N3)N)C(C)F)C=C(C=C2)C The molecule is a diastereoisomeric mixture of the two fluoroethyl diastereoisomers of N-(2,6-dimethylindan-1-yl)-6-(1-fluoroethyl)-1,3,5-triazine-2,4-diamine in which the indane moiety has 1R,2S configuration. A cellulose biosynthesis inhibitor, it is used as a pre-emergence herbicide for the control of annual grasses and broad-leaved weeds in citrus, grapes, fruit trees, Christmas tree farms, lawns and sports fields. The two diastereoisomers have very similar biological activity; commercial material is a 95:5 mixture of the (1R,2S,fluoroethyl-R) and (1R,2S,fluoroethyl-S) diastereoisomers. It has a role as a herbicide and a cellulose synthesis inhibitor. It contains a N-[(1R,2S)-2,6-dimethyindan-1-yl]-6-[(1R)-1-fluoroethyl]-1,3,5-triazine-2,4-diamine and a N-[(1R,2S)-2,6-dimethyindan-1-yl]-6-[(1S)-1-fluoroethyl]-1,3,5-triazine-2,4-diamine.